C(#N)C=1C=C(C=CC1[Si](C)(C)C)NC(C(C1=CC=C(C=C1)OC)NC(=O)C1CNC(C1)=O)=O N-(2-((3-cyano-4-(trimethylsilyl)phenyl)amino)-1-(4-methoxyphenyl)-2-oxoethyl)-5-oxopyrrolidine-3-carboxamide